(4-(2-chloro-3-fluorophenyl)piperidin-1-yl)(4,5,6,7-tetrahydro-1H-pyrazolo[4,3-c]pyridin-3-yl)methanone hydrochloride Cl.ClC1=C(C=CC=C1F)C1CCN(CC1)C(=O)C1=NNC2=C1CNCC2